9,9-dimethyl-fluorene-2-boronic acid pinacol ester CC1(C2=CC=CC=C2C=2C=CC(=CC12)B1OC(C)(C)C(C)(C)O1)C